2-(3-bromophenyl)-2-oxoacetaldehyde BrC=1C=C(C=CC1)C(C=O)=O